5-hydroxy-2-[4-(4-methyl-piperazine-1-carbonyl)-phenyl]-3H-benzimidazole-4-carbaldehyde OC1=C(C2=C(N=C(N2)C2=CC=C(C=C2)C(=O)N2CCN(CC2)C)C=C1)C=O